(e)-Bis(3-nitrophenyl)diarsene C1=CC(=CC(=C1)[As]=[As]C2=CC=CC(=C2)[N+](=O)[O-])[N+](=O)[O-]